C1(CC1)CN1C=C(C2=NN(C(C(=C21)C2=CC=C(C=C2)C2CC2)=O)C2=CC1=CN(N=C1C=C2)C)C#N 5-(cyclopropylmethyl)-4-(4-cyclopropylphenyl)-2-(2-methyl-2H-indazol-5-yl)-3-oxo-3,5-dihydro-2H-pyrrolo[3,2-c]pyridazine-7-carbonitrile